O=C1N(CCC(N1)=O)N1C(C2=CC=C(C=C2C1=O)CN1CCC(=CC1)C1=NC=CC=C1F)=O 2-(2,4-dioxotetrahydropyrimidin-1(2H)-yl)-5-((3-fluoro-3',6'-dihydro-[2,4'-bipyridyl]-1'(2'H)-yl)methyl)isoindoline-1,3-dione